4-Hydroxy-pentacosanoic acid OC(CCC(=O)O)CCCCCCCCCCCCCCCCCCCCC